(tert-butoxycarbonylamino)-3-(7-isopropyl-1H-indol-3-yl)propanoic acid C(C)(C)(C)OC(=O)NC(C(=O)O)CC1=CNC2=C(C=CC=C12)C(C)C